FC1=CC2=C(N(C(=N2)N2C[C@H]([C@@H](CC2)F)N)CC2=C3C=NN(C3=CC=C2)C)C=C1F (3r,4r)-1-(5,6-difluoro-1-((1-methyl-1H-indazol-4-yl)methyl)-1H-benzoimidazol-2-yl)-4-fluoro-3-piperidinamine